Cl.NCC(C(=O)O)NC(=O)OCC1=CC=CC=C1 3-amino-2-(((benzyloxy)carbonyl)amino)propanoate hydrochloride